N1=CN=CC(=C1)[C@H]1C[C@H](CCC1)[N+]1=NOC(=C1)[N-]C(NC1=CC(=CC(=C1)C(F)(F)F)NC(CC1=C(C=CC=C1)C)=O)=O (3-((1S,3R)-3-(Pyrimidin-5-yl)cyclohexyl)-1,2,3-oxadiazol-3-ium-5-yl)((3-(2-(o-tolyl)acetamido)-5-(trifluoromethyl)phenyl)-carbamoyl)amide